COC=1C=C(\C=N\NC(=O)C2=NC(=C(N=C2)O)C2=CC=C(C=C2)OC)C=C(C1)OC (E)-N'-(3,5-dimethoxybenzylidene)-5-hydroxy-6-(4-methoxyphenyl)pyrazine-2-carbohydrazide